2-benzyl-2-((6-(6-cyclobutyl-4-fluoro-1H-benzo[d][1,2,3]triazol-1-yl)-1H-indazol-3-yl)methoxy)malonic acid C(C1=CC=CC=C1)C(C(=O)O)(C(=O)O)OCC1=NNC2=CC(=CC=C12)N1N=NC2=C1C=C(C=C2F)C2CCC2